((2S,4S)-5-chloro-6-fluoro-2-formyl-2-phenyl-2,3-dihydrobenzofuran-4-yl)-4-(difluoromethoxy)-3-fluorobenzonitrile ClC=1C(=CC2=C(C[C@](O2)(C2=CC=CC=C2)C=O)C1C1=C(C#N)C=CC(=C1F)OC(F)F)F